1-((3S)-4-(6-chloro-7-(2-(methylsulfonyl)phenyl)-2,2-dioxido-1-(2-(2-propanyl)phenyl)-1H-pyrido[2,3-c][1,2,6]thiadiazin-4-yl)-3-methyl-1-piperazinyl)-2-propen-1-one ClC1=CC2=C(N(S(N=C2N2[C@H](CN(CC2)C(C=C)=O)C)(=O)=O)C2=C(C=CC=C2)C(C)C)N=C1C1=C(C=CC=C1)S(=O)(=O)C